(S)-2-(2,5-difluoro-4-(6-((5-(trifluoromethyl)thiophen-2-yl)methoxy)pyridin-2-yl)benzyl)-1-(oxetan-2-ylmethyl)-1H-benzo[d]imidazole-6-carboxylic acid FC1=C(CC2=NC3=C(N2C[C@H]2OCC2)C=C(C=C3)C(=O)O)C=C(C(=C1)C1=NC(=CC=C1)OCC=1SC(=CC1)C(F)(F)F)F